O=C1C=C(N=C2N1C=CC=C2)C(=O)NCC=2N=C1N(C=C(C=C1)CNCCCC(F)(F)F)C2 4-oxo-N-[(6-{[(4,4,4-trifluorobutyl)amino]methyl}imidazo[1,2-a]pyridin-2-yl)methyl]-4H-pyrido[1,2-a]pyrimidine-2-carboxamide